FC1=CC=C(C(=O)NC2(CC2)C2=NC=3CCCN(C3C=C2)C(=O)[C@@H]2OCCC2)C=C1 4-Fluoro-N-(1-{5-[(2R)-oxolan-2-carbonyl]-5,6,7,8-tetrahydro-1,5-naphthyridin-2-yl}cyclopropyl)benzamid